The molecule is dianion of UDP-N-acetyl-alpha-D-glucosamine arising from deprotonation of both free diphosphate OH groups; major species at pH 7.3. It has a role as a human metabolite and a Saccharomyces cerevisiae metabolite. It is a nucleotide-sugar oxoanion and an UDP-monosaccharide(2-). It is a conjugate base of an UDP-N-acetyl-alpha-D-glucosamine. CC(=O)N[C@@H]1[C@H]([C@@H]([C@H](O[C@@H]1OP(=O)([O-])OP(=O)([O-])OC[C@@H]2[C@H]([C@H]([C@@H](O2)N3C=CC(=O)NC3=O)O)O)CO)O)O